ClC1=CC(=C(C=C1)C1=NOC(=C1[C@@H](O)C=1C=NC=CC1)C1=C(C=C(C=C1)F)F)F (S)-[3-(4-Chloro-2-fluorophenyl)-5-(2,4-difluorophenyl)-1,2-oxazole-4-yl](pyridin-3-yl)methanol